aminobutyl-benzene NCCCCC1=CC=CC=C1